C(#N)C[C@@H](C1=CC=C(C=C1)S(=O)(=O)CC)C=1N=C(SC1C(=O)N)N1[C@@H](C[C@@H](C1)NC1CCC(CC1)C(F)(F)F)COC(F)F ((S)-2-cyano-1-(4-(ethylsulfonyl)phenyl)ethyl)-2-((2S,4S)-2-((difluoromethoxy)methyl)-4-(((1r,4S)-4-(trifluoromethyl)cyclohexyl)amino)pyrrolidin-1-yl)thiazol-5-carboxamide